C1(=CC=CC=C1)[Si](C)(C)C.C1(CC(C(CC1)C(C)C)OB(O)O)C menthyl-borate-phenyl-trimethylsilane